NC1=NC=NN2C1=C(C=C2C=2C=C(C(=NC2)OC)C(=O)N[C@@H]2CN(C[C@@H]2F)C(=O)[O-])C(F)(F)F (3R,4S)-3-{5-[4-amino-5-(trifluoromethyl)pyrrolo[2,1-f][1,2,4]triazin-7-yl]-2-methoxypyridin-3-amido}-4-fluoropyrrolidin-1-carboxylat